acetyl 2,2,2-tribromoacetate BrC(C(=O)OC(C)=O)(Br)Br